9-[N-decyl-4-(dimethylamino)butanamido]-2,2-difluorooctadecanoic acid C(CCCCCCCCC)N(C(CCCN(C)C)=O)C(CCCCCCC(C(=O)O)(F)F)CCCCCCCCC